5-acetamido-2,4,6-triiodoisophthaloyl chloride C(C)(=O)NC=1C(=C(C(=C(C(=O)Cl)C1I)I)C(=O)Cl)I